(S)-[7-(6,7-dimethoxyquinolin-4-yl)-1,2,3,4-tetrahydroisoquinolin-2-yl](imino)methyl-λ6-sulfanone COC=1C=C2C(=CC=NC2=CC1OC)C1=CC=C2CCN(CC2=C1)[SH2](=O)C=N